5-[(2-fluorophenyl)methoxy]-N-[4-(hydroxymethyl)oxetan-4-yl]-2-methyl-2H-indazole-3-carboxamide FC1=C(C=CC=C1)COC1=CC2=C(N(N=C2C=C1)C)C(=O)NC1(CCO1)CO